FC=1C=C2C(NN=C(C2=CC1F)[C@@H](C)N(C(=O)C=1NC2=CC=C(C(=C2C1)F)F)CC)=O |r| Racemic-N-(1-(6,7-difluoro-4-oxo-3,4-dihydrophthalazin-1-yl)ethyl)-N-ethyl-4,5-difluoro-1H-indole-2-carboxamide